Racemic-tert-butyl-3-[(7-[((S)-1-methoxypropan-2-yl)carbamoyl]-5-{[2-(trimethylsilyl)eth-oxy]methyl}-5H-pyrrolo[2,3-b]pyrazin-2-yl)oxy]piperidine-1-carboxylate C(C)(C)(C)OC(=O)N1C[C@@H](CCC1)OC=1N=C2C(=NC1)N(C=C2C(N[C@H](COC)C)=O)COCC[Si](C)(C)C |&1:9|